CC1(CCSC2=CC=C(C=C12)C#CC(CCC(=O)C1=CC=CC=C1)CC(F)(F)F)C 6-(4,4-dimethylthiochroman-6-yl)-1-phenyl-4-(2,2,2-trifluoroethyl)hex-5-yn-1-one